(tert-Butyldimethylsilanyloxy)-1-(dibenzo[b,d]furan-2-yl)ethan-1-amine [Si](C)(C)(C(C)(C)C)OC(C)(N)C1=CC2=C(OC3=C2C=CC=C3)C=C1